2-(5-chloro-2-methyl-phenyl)-3-hydroxy-5,5-dimethyl-cyclohex-2-en-1-one ClC=1C=CC(=C(C1)C=1C(CC(CC1O)(C)C)=O)C